tert-butyl (S)-2-((R*)-1-((methylsulfonyl)oxy)ethyl)azetidine-1-carboxylate CS(=O)(=O)O[C@H](C)[C@H]1N(CC1)C(=O)OC(C)(C)C |o1:5|